1-(2-(6-((4-cyclopropylpyridin-2-yl)amino)-2-(1-(2-hydroxy-2-methylpropyl)-1H-pyrazol-4-yl)pyrimidin-4-yl)-2,7-diazaspiro[3.5]nonan-7-yl)ethan-1-one C1(CC1)C1=CC(=NC=C1)NC1=CC(=NC(=N1)C=1C=NN(C1)CC(C)(C)O)N1CC2(C1)CCN(CC2)C(C)=O